ClC=1C(=NC=CC1)N1N=C(C=C1C(=O)NC=1C(=CC=2N(C1C(=O)NCCC)N=CC2)C)OCC(F)(F)F 6-(1-(3-chloropyridin-2-yl)-3-(2,2,2-trifluoroethoxy)-1H-pyrazole-5-carboxamido)-5-methyl-N-propylpyrazolo[1,5-a]pyridine-7-carboxamide